C(C)(=O)[C@@](C(=O)Br)(O)[C@@](O)([C@](O)([C@H](O)C(O)C(C)=O)C(C)=O)C(C)=O 2,3,4,6-tetraacetyl-bromo-glucose